6-(2-morpholinoethoxy)pyrazolo[1,5-a]pyridine-3-carbonitrile O1CCN(CC1)CCOC=1C=CC=2N(C1)N=CC2C#N